NC1=C(C=2C(=C(N=C(C2)C)C#N)N1C1=C(C(=CC=C1C)O)C)C(=O)N 2-amino-7-cyano-1-(3-hydroxy-2,6-dimethylphenyl)-5-methyl-1H-pyrrolo[2,3-c]pyridine-3-carboxamide